CN1C(=O)N(C(=O)C(C1=O)=C1NNC(C1)C1=CC=CC2=CC=CC=C12)C 1,3-dimethyl-5-(5-naphthylpyrazolidin-3-ylidene)barbituric acid